2-fluoro-4-(hydroxymethyl)-3-methoxybenzonitrile FC1=C(C#N)C=CC(=C1OC)CO